C(#N)CCCC=C 5-Cyano-1-pentene